3-hydroxy-3-(prop-2-en-1-yl)pyrrolidine-1-carboxylic acid benzyl ester C(C1=CC=CC=C1)OC(=O)N1CC(CC1)(CC=C)O